C(C)OP(=O)(OCC)C(C(=O)OC(C)(C)C)CC1=NC(=NO1)CCC1=CC=C(C=C1)CC tert-butyl 2-(diethoxyphosphoryl)-3-(3-(4-ethylphenethyl)-1,2,4-oxadiazol-5-yl)propanoate